NC1=NC=C(C=C1O[C@H](C)C=1C=C(C=CC1)NC(C1=CC(=CC=C1)S(=O)(=O)CC)=O)Cl (R)-N-(3-(1-((2-Amino-5-chloropyridin-3-yl)oxy)ethyl)phenyl)-3-(ethylsulfonyl)benzamid